rel-(R)-4-[6-(4-tert-butyl-5-chloro-2-methyl-phenyl)-2-methyl-4-oxo-1H-pyridin-3-yl]oxazolidin-2-one C(C)(C)(C)C1=CC(=C(C=C1Cl)C1=CC(C(=C(N1)C)[C@H]1NC(OC1)=O)=O)C |o1:18|